COC1=C(C(=CC=C1)OC)N1C(=NC=2C1=NC(=CN2)NS(=O)(=O)C2=CC=CC=C2)OCCC N-(1-(2,6-Dimethoxyphenyl)-2-propoxy-1H-imidazo[4,5-b]pyrazin-6-yl)benzenesulfonamide